[7-(1-ethylcyclobutyl)-5-(trifluoromethyl)imidazo[4,3-f][1,2,4]triazin-2-yl]-3-fluoro-1-methanesulfonylpiperidin-4-amine C(C)C1(CCC1)C1=NC(=C2C=NC(=NN21)C2N(CCC(C2F)N)S(=O)(=O)C)C(F)(F)F